methyl 2α-fluoro-3β,7α-dihydroxy-5β-cholanoate F[C@H]1[C@@H](C[C@H]2C[C@H]([C@H]3[C@@H]4CC[C@H]([C@@H](CCC(=O)OC)C)[C@]4(CC[C@@H]3[C@]2(C1)C)C)O)O